[(4-Amino-5-benzoylthiazol-2-yl)-[6-(difluoromethoxy)-3-pyridyl]amino]propanamid NC=1N=C(SC1C(C1=CC=CC=C1)=O)N(C=1C=NC(=CC1)OC(F)F)C(C(=O)N)C